[Si](C1=CC=CC=C1)(C1=CC=CC=C1)(C(C)(C)C)OCC1CN(C1)C1=CC=C(N)C=C1 4-(3-(((tert-butyldiphenylsilyl)oxy)methyl)azetidin-1-yl)aniline